FC=1C(=CC=2N(C1)N=C(N2)C)C(=O)OC methyl 6-fluoro-2-methyl-[1,2,4]triazolo[1,5-a]pyridine-7-carboxylate